5-bromo-2-(bromomethyl)thiazole BrC1=CN=C(S1)CBr